5,7,2',4'-Tetrahydroxy-8-prenylflavanone OC1=C2C(CC(OC2=C(C(=C1)O)CC=C(C)C)C1=C(C=C(C=C1)O)O)=O